OC(C)(C)C1=NC=C(C(=N1)OC1=CC=CC=C1)C(=O)OCC ethyl 2-(1-hydroxy-1-methyl-ethyl)-4-phenoxy-pyrimidine-5-carboxylate